FC(C1=CC=C(C=C1)CC=1C=2N(C=CC1)N=CC2C(=O)NC2=CC=C(C=C2)C(C(=O)O)C)(F)F 2-[4-[[4-[[4-(trifluoromethyl)phenyl]methyl]pyrazolo[1,5-a]pyridine-3-carbonyl]amino]phenyl]propanoic acid